C(C1=CC=CC=C1)N1C(C2=CC(=C(C=C2CC1)Br)OCC)=O 2-benzyl-6-bromo-7-ethoxy-3,4-dihydroisoquinolin-1(2H)-one